N-(2,6-bis(2,6-di-tert-butylpyridin-4-yl)phenyl)-[1,1'-biphenyl]-3-amine C(C)(C)(C)C1=NC(=CC(=C1)C1=C(C(=CC=C1)C1=CC(=NC(=C1)C(C)(C)C)C(C)(C)C)NC=1C=C(C=CC1)C1=CC=CC=C1)C(C)(C)C